C(C=CC=CCCCC)=O Nonadi-enal